C(C)(C)NC(O[C@H]1C[C@H](CC1)C1=CC(=NN1)NC(COC1=C(C(=CC(=C1)C)OCC1=CC=C(C=C1)OC)C=O)=O)=O (1R,3S)-3-(3-(2-(2-formyl-3-((4-methoxybenzyl)oxy)-5-methylphenoxy)acetamido)-1H-pyrazol-5-yl)cyclopentyl isopropylcarbamate